5-[[2-[2-(6-Amino-3-pyridyl)-5-methyl-1-piperidyl]-2-oxo-acetyl]amino]-2-methoxy-pyridine-3-carboxamide NC1=CC=C(C=N1)C1N(CC(CC1)C)C(C(=O)NC=1C=C(C(=NC1)OC)C(=O)N)=O